OC1=CN=CC(=N1)C(=O)O 6-hydroxypyrazine-2-carboxylic acid